N'-(2-hydroxy-3-methoxybenzylidene)-7-isopropyl-3-methylazulene-1-carbohydrazide OC1=C(C=NNC(=O)C2=CC(=C3C=CC=C(C=C23)C(C)C)C)C=CC=C1OC